N-(3,5-dibromobenzyl)pyrimidin-2-amine BrC=1C=C(CNC2=NC=CC=N2)C=C(C1)Br